FC(C(=O)O)(F)F.CC1=C(OCCCN)C=C(C(=C1)C)[N+](=O)[O-] 3-(2,4-dimethyl-5-nitrophenoxy)propan-1-amine trifluoroacetate